C(C)(C)(C)OC(=O)NS(=O)(=O)N(C1CC2(CN(C2)C(=O)OC(C)(C)C)C1)CC(C(F)(F)F)O tert-butyl 6-((N-(tert-butoxycarbonyl)sulfamoyl)(3,3,3-trifluoro-2-hydroxypropyl)amino)-2-azaspiro[3.3]heptane-2-carboxylate